C1(CCCC1)OC1=C(C=CC(=C1)[N+](=O)[O-])N1CCN(CC1)C 1-(2-(cyclopentyloxy)-4-nitrophenyl)-4-methylpiperazine